1-(4-benzyl-3,4-dihydroquinoxaline-1(2H)-yl)-3,3-dimethylbutan-1-one C(C1=CC=CC=C1)N1CCN(C2=CC=CC=C12)C(CC(C)(C)C)=O